C(C)(C)(C)C=1C=C(C(=C(C1)C=1C=C(C=CC1)C1=CC=CC=C1)N)C1=CC(=CC=C1)C1=CC=CC=C1 5''-(tert-butyl)-[1,1':3',1'':3'',1''':3''',1''''-quinquephenyl]-2''-amine